(3R)-3-(cyclopropylamino)pyrrolidine-1-carboxylic acid tert-butyl ester C(C)(C)(C)OC(=O)N1C[C@@H](CC1)NC1CC1